3-HYDROXY-4-PYRIDINECARBOXYLIC ACID OC=1C=NC=CC1C(=O)O